2-(4-(2-(1,3-dioxolan-2-yl)-3-((4-methoxybenzyl)oxy)phenyl)-1H-pyrazol-1-yl)isonicotinic acid O1C(OCC1)C1=C(C=CC=C1OCC1=CC=C(C=C1)OC)C=1C=NN(C1)C=1C=C(C(=O)O)C=CN1